1-((R)-2-((R)-4-(2,4-difluoro-6-(2-methoxyethoxy)phenyl)-7-(1-methyl-1H-indazol-5-yl)thieno[2,3-c]pyridin-5-yl)-4-methyl-6,7-dihydropyrazolo[1,5-a]pyrazin-5(4H)-yl)prop-2-en-1-one FC1=C(C(=CC(=C1)F)OCCOC)C1=C2C(=C(N=C1C1=NN3C([C@H](N(CC3)C(C=C)=O)C)=C1)C=1C=C3C=NN(C3=CC1)C)SC=C2